2-[2-(aminomethyl)-3,3-difluoro-allyl]-4-[2-(1-ethylpyrazol-4-yl)-4-pyridinyl]-1,2,4-triazol-3-one NCC(CN1N=CN(C1=O)C1=CC(=NC=C1)C=1C=NN(C1)CC)=C(F)F